C1(CC1)C1=CC(=NN1)NC(CC1=NN(C=C1)C=1N=CSC1)=O N-(5-cyclopropyl-1H-pyrazol-3-yl)-2-(1-(thiazol-4-yl)-1H-pyrazol-3-yl)acetamide